2,6-bis(benzhydryl)-4-methylaniline C(C1=CC=CC=C1)(C1=CC=CC=C1)C1=C(N)C(=CC(=C1)C)C(C1=CC=CC=C1)C1=CC=CC=C1